aza-carbene copper N=[Cu]